Methyl (3S)-3-((2-(2,6-difluoro-4-(methylcarbamoyl) phenyl)-7-methylimidazo[1,2-a]pyridin-3-yl) methyl)-4-fluoropiperidine-1-carboxylate FC1=C(C(=CC(=C1)C(NC)=O)F)C=1N=C2N(C=CC(=C2)C)C1C[C@H]1CN(CCC1F)C(=O)OC